tert-Butyl (Z)-2-(6-(2-fluoro-2-(6-(pyridazin-4-yl)pyrazin-2-yl)vinyl)-3-hydroxy-2-(trifluoromethyl)phenyl)-2,9-diazaspiro[5.5]undecane-9-carboxylate F\C(=C/C1=CC=C(C(=C1N1CC2(CCC1)CCN(CC2)C(=O)OC(C)(C)C)C(F)(F)F)O)\C2=NC(=CN=C2)C2=CN=NC=C2